Tert-butyl (S)-4-(7-(2-amino-3,5-dichloro-6-fluorophenyl)-8-oxo-6-(trifluoromethyl)-8H-pyrido[2,1-f][1,2,4]triazin-4-yl)-3-methylpiperazine-1-carboxylate NC1=C(C(=C(C=C1Cl)Cl)F)C1=C(C=C2C(=NC=NN2C1=O)N1[C@H](CN(CC1)C(=O)OC(C)(C)C)C)C(F)(F)F